ClC1=CC(=NC(=N1)SC)C(=O)Cl 6-chloro-2-(methylthio)pyrimidine-4-carbonyl chloride